1-(methyl(p-tolyl)carbamoyl)azetidin-3-yl (1-(4-(2,6-dioxopiperidin-3-yl)-3,5-difluorophenyl)azetidin-3-yl)carbamate O=C1NC(CCC1C1=C(C=C(C=C1F)N1CC(C1)NC(OC1CN(C1)C(N(C1=CC=C(C=C1)C)C)=O)=O)F)=O